3-{[(5Z)-2-fluorotetradec-5-en-1-yl]sulfanyl}propanoic acid FC(CSCCC(=O)O)CC\C=C/CCCCCCCC